CC1=CC=C(C(=O)[S])C=C1 4-methylbenzoyl-sulfur